(3R)-3-[(2S)-1-(tert-butoxy)-3-(5-formyl-1,3-thiazol-2-yl)-1-oxopropane-2-yl]pyrrolidine-1-carboxylic acid tert-butyl ester C(C)(C)(C)OC(=O)N1C[C@H](CC1)[C@@H](C(=O)OC(C)(C)C)CC=1SC(=CN1)C=O